(S)-2-(2-(2-((4-((2-(2-cyano-4,4-difluoropyrrolidin-1-yl)-2-oxoethyl)carbamoyl)quinolin-6-yl)oxy)ethoxy)ethoxy)-N-(fluoromethyl)-N,N-dimethylethan-1-aminium hexafluorophosphate F[P-](F)(F)(F)(F)F.C(#N)[C@H]1N(CC(C1)(F)F)C(CNC(=O)C1=CC=NC2=CC=C(C=C12)OCCOCCOCC[N+](C)(C)CF)=O